2-(2-cyclopropyl-3-isopropoxyphenyl)-2-(3-(5-(5,6,7,8-tetrahydro-1,8-naphthyridin-2-yl)pentyloxy)azetidin-1-yl)acetic acid C1(CC1)C1=C(C=CC=C1OC(C)C)C(C(=O)O)N1CC(C1)OCCCCCC1=NC=2NCCCC2C=C1